C1(=CC=CC=C1)[Si](C1=CC=CC=C1)C1=CC=CC=C1 Triphenylsilicon